C(C)(C)(C)N1C=NC=C1 N-t-butylimidazole